FC=1C=C(C=C(C1)F)CC=1N=C(N(N1)C1=NC=CC=N1)C(C)N 1-[5-[(3,5-difluorophenyl)methyl]-2-pyrimidin-2-yl-1,2,4-triazol-3-yl]ethylamine